FC=1C(=CC=2C3=C(NC(C2C1)=O)COCC3N(C(=O)C=3NC1=CC=CC(=C1C3)C)C)F N-(8,9-difluoro-6-oxo-1,4,5,6-tetrahydro-2H-pyrano[3,4-c]isoquinolin-1-yl)-N,4-dimethyl-1H-indole-2-carboxamide